BrC=1C=C(C2=C(C(=CO2)CO)C1)CN1CCN(CC1)C(=O)OC(C)(C)C tert-butyl 4-((5-bromo-3-(hydroxymethyl)benzofuran-7-yl)methyl)piperazine-1-carboxylate